4-(2-(2-chlorophenyl)-5-hydroxy-7-((3-methoxypropanoyl)oxy)-4-oxo-4H-chromen-8-yl)-1-methylpiperidin-3-yl 3-methoxypropanoate COCCC(=O)OC1CN(CCC1C=1C(=CC(=C2C(C=C(OC12)C1=C(C=CC=C1)Cl)=O)O)OC(CCOC)=O)C